CC=1C(=NNC1NC(C=CC1=C(C(=C(C=C1)F)F)F)=O)C1=CC=NC=C1 N-(4-methyl-3-(pyridin-4-yl)-1H-pyrazol-5-yl)-3-(2,3,4-trifluorophenyl)propenamide